Ethyl β-ethyl-4-pyridinepropanoate C(C)C(CC(=O)OCC)C1=CC=NC=C1